C1(=CC=CC=C1)C=1N=CC(=NC1)C(=O)O 5-phenylpyrazine-2-carboxylic acid